1-(2-isopropylpyridin-3-yl)-3-methyl-7-(4-(1-methyl-4-(trifluoromethyl)-1H-imidazol-2-yl)phenyl)-6,7-dihydroimidazo[1,5-a]pyrazin-8(5H)-one C(C)(C)C1=NC=CC=C1C=1N=C(N2C1C(N(CC2)C2=CC=C(C=C2)C=2N(C=C(N2)C(F)(F)F)C)=O)C